3-fluoro-4-({4-(({2-[methyl(methylsulfonyl)amino]pyridin-3-yl}methyl)amino)-5-(trifluoromethyl)pyrimidin-2-yl}amino)benzamide formic acid salt C(=O)O.FC=1C=C(C(=O)N)C=CC1NC1=NC=C(C(=N1)NCC=1C(=NC=CC1)N(S(=O)(=O)C)C)C(F)(F)F